FC1(S(=O)(=O)C(C(C1(C(F)(F)F)F)(F)F)F)F 2,2,3,4,4,5-hexafluoro-3-(trifluoromethyl)sulfolane